CC1=C(COC2CCN(CC2)C(=O)N2N=C(C=C2)C(=O)O)C=CC=C1C(F)(F)F 1-(4-((2-methyl-3-(trifluoromethyl)benzyl)oxy)piperidine-1-carbonyl)-1H-pyrazole-3-carboxylic acid